N-(3-(5-methylbenzo[d]oxazol-2-yl)phenyl)-2-(2-(trifluoromethyl)phenyl)acetamide CC=1C=CC2=C(N=C(O2)C=2C=C(C=CC2)NC(CC2=C(C=CC=C2)C(F)(F)F)=O)C1